2-oxo-benzoyl-4-oxo-chloroacetyl-6-oxo-benzyl β-D-galactopyranoside O([C@H]1[C@H](O)[C@@H](O)[C@@H](O)[C@H](O1)CO)C(C1C=CC(CC1=O)=O)(C(CCl)=O)C(C1C(C=CC=C1)=O)=O